3-(hydroxymethyl)-2-azabicyclo[2.2.1]Heptane-2-carboxylic acid tert-butyl ester C(C)(C)(C)OC(=O)N1C2CCC(C1CO)C2